C(=O)[O-].C1(=CC=CC=C1)[Sn+](C1=CC=CC=C1)C1=CC=CC=C1 triphenyltin formate